OC[C@@H]1CN(C[C@@H]1C1=CC=C(C=C1)OC)C(=O)OC(C)(C)C |r| (+/-)-cis-tert-Butyl 3-(Hydroxymethyl)-4-(4-methoxyphenyl)-pyrrolidine-1-carboxylate